COC1=CC=NC=C1C#CC1=C(C=CC=C1)NS(=O)(=O)N1CCC2CCCCC12 4-Methoxy-5-(2-{2-[(octahydro-1H-indole-1-sulfonyl)amino]phenyl}ethynyl)-pyridin